N-[(4-cyclopropanesulfonamidopyridin-2-yl)methyl]-5-{2-methylpyrazolo[1,5-c]pyrimidin-4-yl}-1,3-thiazole-2-carboxamide C1(CC1)S(=O)(=O)NC1=CC(=NC=C1)CNC(=O)C=1SC(=CN1)C=1C=2N(C=NC1)N=C(C2)C